cyclopentyl-N1-(2-fluoroethyl)ethane-1,2-diamine C1(CCCC1)C(CN)NCCF